CC1(OCC(CO1)(C)COCC(CO)(COCC1(COC(OC1)(C)C)C)COCC1(COC(OC1)(C)C)C)C 3-((2,2,5-trimethyl-1,3-dioxan-5-yl)methoxy)-2,2-bis(((2,2,5-trimethyl-1,3-dioxan-5-yl)methoxy)methyl)propan-1-ol